O1C=CC=C1 (Z)-furan